2-[[5-ethylsulfonyl-2-methyl-6-[7-methyl-3-(trifluoromethyl)imidazo[4,5-c]pyridazin-6-yl]-3-pyridinyl]oxy]-2-methyl-propionitrile C(C)S(=O)(=O)C=1C=C(C(=NC1C1=NC2=C(N=NC(=C2)C(F)(F)F)N1C)C)OC(C#N)(C)C